4-[2-chloro-9-ethyl-8-(4-pyridinyl)purin-6-yl]morpholine ClC1=NC(=C2N=C(N(C2=N1)CC)C1=CC=NC=C1)N1CCOCC1